4-bromo-6-((4-(4-((9-cyclopentyl-8-(phenylamino)-9H-purin-2-yl)amino)phenyl)piperazin-1-yl)methyl)-2-(2,6-dioxopiperidin-3-yl)isoindoline-1,3-dione BrC1=C2C(N(C(C2=CC(=C1)CN1CCN(CC1)C1=CC=C(C=C1)NC1=NC=C2N=C(N(C2=N1)C1CCCC1)NC1=CC=CC=C1)=O)C1C(NC(CC1)=O)=O)=O